OC1(CC(C1)C(=O)OCC1=CC=CC=C1)C benzyl (cis)-3-hydroxy-3-methylcyclobutane-1-carboxylate